CN1CCN(CC1)CC1=CC(=C2C=CC=NC2=C1O)[N+](=O)[O-] 7-((4-Methylpiperazin-1-yl)methyl)-5-nitro-8-hydroxyquinoline